FC=1C=C(C=C(C1)OC)B1OC(C(O1)(C)C)(C)C 2-(3-fluoro-5-methoxyphenyl)-4,4,5,5-tetramethyl-1,3,2-dioxaborolan